C1=CC=CC=2C3=CC=CC=C3C(C12)COC(=O)N[C@H](C(=O)OC(C)(C)C)CC=O tert-butyl (2S)-2-({[(9H-fluoren-9-yl)methoxy]carbonyl}amino)-4-oxobutanoate